tert-Butyl (3R,4R)-4-((4-chloro-5-(trifluoromethyl)pyrimidin-2-yl)amino)-3-fluoropiperidine-1-carboxylate ClC1=NC(=NC=C1C(F)(F)F)N[C@H]1[C@@H](CN(CC1)C(=O)OC(C)(C)C)F